4-[6-[[(3R)-1-ethyl-3-piperidyl]amino]-4-methyl-pyridazin-3-yl]-3-methoxy-benzonitrile C(C)N1C[C@@H](CCC1)NC1=CC(=C(N=N1)C1=C(C=C(C#N)C=C1)OC)C